ClC=1C=C(C(=C(C=NC(C(=O)O)C(C)C)C1)OC(C(C)C)=O)OC(C1=CN=CC=C1)=O 2-(5-chloro-2-(isobutyryloxy)-3-(nicotinoyloxy)benzylidene-amino)-3-methylbutanoic acid